Methanesulfonothioic acid, S-(2-hydroxypropyl) ester CS(=O)(SCC(C)O)=O